pyrazolylcycloundecan-3-one N1N=C(C=C1)C1CC(CCCCCCCC1)=O